ClCCCCC(=O)NC1=NN(C=C1)C1=C(C=CC=C1)C#N 5-chloro-N-(1-(2-cyanophenyl)-1H-pyrazol-3-yl)pentanamide